N-(4-chlorophenyl)-6-(4-isopropylphenyl)-N-methylpyrazine-2-carboxamide ClC1=CC=C(C=C1)N(C(=O)C1=NC(=CN=C1)C1=CC=C(C=C1)C(C)C)C